pentadiene glyoxylate C(C=O)(=O)O.C=CC=CC